CNC=1SC=2N=CSC2N1 N-methyl[1,3]thiazolo[5,4-d][1,3]thiazol-2-amine